1-bromo-4-isopropoxy-2-methoxymethoxybenzene BrC1=C(C=C(C=C1)OC(C)C)OCOC